ClC1=C(C=C(OCC(=O)NC23CC(C2)(C3)NC(COC3=CC=C(C=C3)OC(F)F)=O)C=C1)F 2-(4-chloro-3-fluorophenoxy)-N-(3-{2-[4-(difluoromethoxy)phenoxy]acetylamino}bicyclo[1.1.1]pentan-1-yl)acetamide